2-Hexenyl Hexanoate C(CCCCC)(=O)OCC=CCCC